P(=O)(O)(O)CCC(=O)O 3-phosphonopropionic acid